Br.FC1=CC=C(C=C1)CCN 2-(4-fluorophenyl)ethylamine hydrobromide